1-(3-((5-chloro-2-((3-chloro-4-(4-methylpiperazin-1-yl)naphthalen-1-yl)amino)pyrimidin-4-yl)amino)pyridin-2-yl)pyrrolidin-2-one ClC=1C(=NC(=NC1)NC1=CC(=C(C2=CC=CC=C12)N1CCN(CC1)C)Cl)NC=1C(=NC=CC1)N1C(CCC1)=O